CC1=C(C(=CC=C1)C)C=1N=C2NS(C3=CC=CC(C(N4C(CC[C@@H](OC(C1)=N2)C4)CC(C)C)=O)=C3)(=O)=O (3R)-18-(2,6-dimethylphenyl)-6-(2-methylpropyl)-2-oxa-14λ6-thia-7,15,17,20-tetraazatetracyclo[14.3.1.13,7.19,13]docosa-1(20),9(21),10,12,16,18-hexaene-8,14,14-trione